1-n-hexyl-3-methylimidazole iodine salt [I].C(CCCCC)N1CN(C=C1)C